tert-butyl (S)-3-((7-((tert-butoxycarbonyl)(5-methyl-3-trifluoromethylphenyl)amino)-3-cyclopropylpyrazolo[1,5-a]pyrimidin-5-yl)amino)piperidine-1-carboxylate C(C)(C)(C)OC(=O)N(C1=CC(=NC=2N1N=CC2C2CC2)N[C@@H]2CN(CCC2)C(=O)OC(C)(C)C)C2=CC(=CC(=C2)C)C(F)(F)F